3,5-bis(1-methylethyl)phenol CC(C)C=1C=C(C=C(C1)C(C)C)O